(S)-5-((5-chloro-8-((1,5-dimethyl-1H-1,2,3-triazol-4-yl)methoxy)-7-fluoro-1,2,3,4-tetrahydroisoquinolin-1-yl)methyl)-5-azaspiro[2.4]heptan-6-one hydrochloride Cl.ClC1=C2CCN[C@@H](C2=C(C(=C1)F)OCC=1N=NN(C1C)C)CN1CC2(CC2)CC1=O